SCCSCC(CS)SCCS 1,2-bis(2'-mercaptoethyl-thio)-3-mercaptopropane